C(C(=C)C)(=O)OCCCCCC(C)OC1=CC=C(C=C1)C(C)(C)C1=CC=C(C=C1)OC(C)CCCCCOC(C(=C)C)=O 2,2-bis(4-(methacryloyloxypentylethoxy)phenyl)propane